2-[(4-t-butylcyclohexyl)methoxy]ethan-1-ol C(C)(C)(C)C1CCC(CC1)COCCO